N1C=CC2=C(C=CC=C12)C=1C(NC=CC1)=O 3-(1H-indol-4-yl)pyridin-2(1H)-one